C(C)(C)(C)OC(=O)N1CCC(CC1)N1N=CC(=C1)C1=NC(=C(C(=C1)C(F)(F)F)C#N)N1[C@H](CC1)C 4-[4-[5-Cyano-6-[(2S)-2-methylazetidin-1-yl]-4-(trifluoromethyl)-2-pyridinyl]pyrazol-1-yl]piperidine-1-carboxylic acid tert-butyl ester